[O-]CCCC.[O-]CCCC.[O-]CCCC.[Al+3] aluminum (tri-n-butoxide)